pyruvic acid-2,4-dinitrophenylhydrazone [N+](=O)([O-])C1=C(C=CC(=C1)[N+](=O)[O-])NN=C(C(=O)O)C